tert-butyl-1-(3,5-dichlorophenyl)-8-(1-(2,3-dihydroxypropyl)-1H-pyrazol-4-yl)-7-methoxy-N-methyl-1,4-dihydrobenzopyrano[4,3-c]pyrazole-3-carboxamide C(C)(C)(C)C1OC2=C(C=C(C(=C2)OC)C=2C=NN(C2)CC(CO)O)C=2N(N=C(C21)C(=O)NC)C2=CC(=CC(=C2)Cl)Cl